(4R,5R)-4-Amino-5-benzyloxy-hexanoic acid N[C@H](CCC(=O)O)[C@@H](C)OCC1=CC=CC=C1